C12CNCCC2(C1)C1=C(NC2=NC=C3C(=C21)N(C(N3C)=O)C(C)C)C=3C=NN(C3)CC(C)(C)O 8-(3-azabicyclo[4.1.0]hept-6-yl)-7-(1-(2-hydroxy-2-methylpropyl)-1H-pyrazol-4-yl)-1-isopropyl-3-methyl-3,6-dihydroimidazo[4,5-d]pyrrolo[2,3-b]pyridin-2(1H)-one